[N+](=O)([O-])C1=CC=C(OC2CCSCC2)C=C1 4-(4-Nitrophenoxy)tetrahydro-2H-thiopyran